C(#N)C1(CCNC1)C#N 4,4-dicyanopyrrolidine